1,1-di(tert-butyl-peroxy)3,3,5-trimethyl-cyclohexane 1,1-dimethylethyl-[(1R)-2-({6-[(3,3-dimethyl-2,3-dihydro-1-benzofuran-4-yl)oxy]-3-pyridinyl}amino)-1-methyl-2-oxoethyl]carbamate CC(C)(C)N(C(O)=O)[C@@H](C(=O)NC=1C=NC(=CC1)OC1=CC=CC2=C1C(CO2)(C)C)C.C(C)(C)(C)OOC2(CC(CC(C2)C)(C)C)OOC(C)(C)C